N=1ON=C2C1C=CC(=C2)COC2=C(C=O)C=C(C(=N2)Cl)Cl 2-(Benzo[c][1,2,5]oxadiazol-5-ylmethoxy)-5,6-dichloronicotinaldehyde